3,3',3''-((nitrilotris(methylene))tris(1H-indole-3,5-diyl))tris(2-(pyrrolidin-3-yl)propanoic acid) N(CC1=CNC2=CC=C(C=C12)CC(C(=O)O)C1CNCC1)(CC1=CNC2=CC=C(C=C12)CC(C(=O)O)C1CNCC1)CC1=CNC2=CC=C(C=C12)CC(C(=O)O)C1CNCC1